(5-phenylthiazol-2-yl)methanone C1(=CC=CC=C1)C1=CN=C(S1)C=O